FC=1C(=C(CO)C=CC1F)OC 3,4-difluoro-2-methoxybenzyl alcohol